OC[C@H](C)N1C=NC2=C(C1=O)C=C(N=C2C=2C=NC=CC2)C2=CC=C(C=C2)C(F)(F)F (S)-3-(1-hydroxy-prop-2-yl)-8-(pyridin-3-yl)-6-(4-(trifluoromethyl)phenyl)pyrido[3,4-d]pyrimidin-4(3H)-one